N1=NNC=2C=NC=CC21 3H-[1,2,3]triazolo[4,5-c]pyridine